[2-(9H-carbazole-9-yl)ethyl]carbonic acid C1=CC=CC=2C3=CC=CC=C3N(C12)CCOC(O)=O